O1CCC12CNC2 1-oxa-6-azaspiro[3.3]heptane